N1=CN=C(C2=C1NC=C2)N2CCSC(=C2)C2=CN=C(O2)CO (5-(4-(7H-pyrrolo[2,3-d]pyrimidin-4-yl)-3,4-dihydro-2H-1,4-thiazin-6-yl)oxazol-2-yl)methanol